OC1=C(C(=CC(=C1)C(F)(F)F)C)B(O)O (2-Hydroxy-6-methyl-4-(trifluoromethyl)phenyl)boronic Acid